5-(((S)-1-(3-oxo-3-(4-(5-((R)-1,2,2-trifluorocyclopropyl)pyrimidin-2-yl)piperazin-1-yl)propoxy)propan-2-yl)amino)-4-(trifluoromethyl)pyridazin-3(2H)-one O=C(CCOC[C@H](C)NC1=C(C(NN=C1)=O)C(F)(F)F)N1CCN(CC1)C1=NC=C(C=N1)[C@]1(C(C1)(F)F)F